FC1=C(C=CC=C1)C1=CN=C(S1)N 5-(2-fluorophenyl)thiazol-2-amine